(R)-2-[(R)-1-methylbutylamino]-1-(m-fluorophenyl)-1-ethanol C[C@H](CCC)NC[C@H](O)C1=CC(=CC=C1)F